3-(3-dimethylaminopropyl)-ethyl-carbodiimide CN(CCCN=C=NCC)C